C(C(=C)C)(=O)OCC(COC(C(=C)C)=O)(COCC(COC(C(=C)C)=O)(COC(C(=C)C)=O)COC(C(=C)C)=O)CO dipentaerythritol pentamethacrylate